3-(3-(4-(L-phenylalanyl)piperazin-1-yl)-3-oxopropyl)-8-fluoro-5-methylisoquinolin-1(2H)-one N[C@@H](CC1=CC=CC=C1)C(=O)N1CCN(CC1)C(CCC=1NC(C2=C(C=CC(=C2C1)C)F)=O)=O